tert-butyl 5-(5-cyanothiazol-2-yl)-2,5-diazabicyclo[2.2.1]heptane-2-carboxylate C(#N)C1=CN=C(S1)N1C2CN(C(C1)C2)C(=O)OC(C)(C)C